1-(7-aminoindolin-1-yl)ethan NC=1C=CC=C2CCN(C12)CC